1-(3-methoxypyridin-2-yl)ethan-1-amine COC=1C(=NC=CC1)C(C)N